N1(CCOCC1)C1=CC=CC(=N1)CN 1-[6-(morpholin-4-yl)pyridin-2-yl]methylamine